6-(1-((5-(4-chloro-2-fluoro-phenyl)-3-methyl-triazol-4-yl)methyl)-6-oxo-pyridazin-4-yl)pyridine-2-carbonitrile ClC1=CC(=C(C=C1)C1=C(N(N=N1)C)CN1N=CC(=CC1=O)C1=CC=CC(=N1)C#N)F